C(CCCC=CCCC)=O 5-nonenal